C(C1CO1)C12NC(NC1(NC(NC2=O)=O)CC2CO2)=O diglycidyl-uric acid